1-(t-butoxycarbonyl)piperidine-3-carboxylic acid C(C)(C)(C)OC(=O)N1CC(CCC1)C(=O)O